FC1(C[C@@H](CNC1)N1C(CCC1C)=O)F 1-[(3S)-5,5-difluoropiperidin-3-yl]-5-methylpyrrolidin-2-one